ACETYLPYRUVIC ACID C(C)(=O)CC(C(=O)O)=O